C(CCCCCCCCCCC)(=O)[O-].C(CCCCCCCCCCC)(=O)[O-].[Co+2].C(CCC)[Sn+2]CCCC dibutyltin cobalt dilaurate